N-(3-methylpentyl)pentane-1,5-diamine CC(CCNCCCCCN)CC